CC=1N=C2N(N=C(C=C2C)C=2C=CC3=C(C=NN(C3=O)[C@H]3C[C@@H](NCC3)C)N2)C1 2-(2,8-dimethylimidazo[1,2-b]pyridazin-6-yl)-6-[(2S,4R)-2-methyl-4-piperidyl]pyrido[2,3-d]pyridazin-5-one